4-(3-(1,4-Diazacycloheptane-1-carbonyl)-4-fluorobenzyl)-2H-phthalazin-1-one N1(CCNCCC1)C(=O)C=1C=C(CC2=NNC(C3=CC=CC=C23)=O)C=CC1F